FC(C(=O)O)(F)F.O[C@@H](C(=O)N1CCN(CC1)C1=CC=C(C=N1)C=1C=2N(C=C(C1)OCCCO)N=CC2C#N)C2=CC=CC=C2 (R)-4-(6-(4-(2-hydroxy-2-phenylacetyl)piperazin-1-yl)pyridin-3-yl)-6-(3-hydroxypropoxy)pyrazolo[1,5-a]pyridine-3-carbonitrile 2,2,2-trifluoroacetate